NC1=NC=C(C2=C1C(=C(N2C)C2=C(C=C(C=C2)NC(=O)C(=C)F)F)C2=CC(=C(C(=O)NCC(F)(F)F)C=C2)OC)Br 4-(4-amino-7-bromo-2-{2-fluoro-4-[(2-fluoroacrylamino)]phenyl}-1-methylpyrrolo[3,2-c]pyridin-3-yl)-2-methoxy-N-(2,2,2-trifluoroethyl)benzamide